CC1=C(C=CC=C1C(F)(F)F)C=1N(C(=CC1C(=O)N)C1=C2C(=NC=C1)NC=C2)COCC[Si](C)(C)C 2-[2-methyl-3-(trifluoromethyl)phenyl]-5-(1H-pyrrolo[2,3-b]pyridin-4-yl)-1-{[2-(trimethylsilyl)ethoxy]methyl}-1H-pyrrole-3-carboxamide